BrC1=CC=2C3=C(N(C2C=C1)C)C(NN=C3)=O 8-bromo-5-methyl-3H-pyridazino[4,5-b]indol-4(5H)-one